benzyl 4-((tert-butoxycarbonyl)amino)-3-hydroxylpiperidine-1-carboxylate C(C)(C)(C)OC(=O)NC1C(CN(CC1)C(=O)OCC1=CC=CC=C1)O